C(C=C)(=O)OCCC1C(OC1)F 3-(2-acryloyloxyethyl)-2-fluorooxetane